N[C@@H](CNC1=NC(=C2C(=N1)N(N=C2)C)NC2=CC=C(C=C2)OC)C2=CC=CC=C2 N6-[(2R)-2-amino-2-phenyl-ethyl]-N4-(4-methoxyphenyl)-1-methyl-pyrazolo[3,4-d]pyrimidine-4,6-diamine